C(C1CO1)OCCC[Si](OC)(OC)OC 3-trimethoxysilylpropyl glycidyl ether